(2S,6S)-6-((4-bromophenoxy)methyl)-2-(ethoxymethyl)-2-methyl-1,4-dioxane BrC1=CC=C(OC[C@@H]2COC[C@](O2)(C)COCC)C=C1